3-bromo-9-cyano-6,6-dimethyl-1-oxo-6,11-dihydro-5H-benzo[b]carbazol-8-yl trifluoromethanesulfonate FC(S(=O)(=O)OC=1C(=CC2=C(C(C=3NC=4C=C(CC(C4C3C2)=O)Br)(C)C)C1)C#N)(F)F